4-cyanatotoluene O(C#N)C1=CC=C(C)C=C1